Ethyl (E)-4-((3-fluoro-4-(methylthio) phenyl) (methyl) amino)-4-oxobut-2-enoate FC=1C=C(C=CC1SC)N(C(/C=C/C(=O)OCC)=O)C